Ethyl-Homovanillat C(C)OC(CC1=CC(OC)=C(O)C=C1)=O